2-bromo-1-{4-chlorophenyl}ethanone BrCC(=O)C1=CC=C(C=C1)Cl